2-(2,6-Diisopropylphenyl)-9-(dimethylamino)imidazo[1,5-a]quinolin-2-ium chloride [Cl-].C(C)(C)C1=C(C(=CC=C1)C(C)C)[N+]1=CN2C(C=CC3=CC=CC(=C23)N(C)C)=C1